4-(furan-2-yl)-6-{5-[3-(1H-imidazol-1-yl)propoxy]-1H-1,2,3-benzotriazol-1-yl}pyrimidin-2-amine O1C(=CC=C1)C1=NC(=NC(=C1)N1N=NC2=C1C=CC(=C2)OCCCN2C=NC=C2)N